C(CCCCC)C1CCCC(=O)OC1 5-n-hexyl-ε-caprolactone